O(C1=CC=CC=C1)CCC(C(=O)O)(C)C.CC(C(=O)OCCOC1=CC=CC=C1)C 2-(phenoxy)ethyl 2-methylpropanoate (Phenoxy Ethyl Isobutyrate)